C(C)(C)(C)C1=CC=C(C=C1)C=1C=CC=2NC3=CC=C(C=C3C2C1)C1=CC=C(C=C1)C(C)(C)C 3,6-bis(4-tert-butylphenyl)carbazole